N1=C(C=CC=C1)C1=C2C=3N(CNC2=CC=C1)C1=C(N3)C=CC=C1 Pyridin-2-yl-5,6-dihydro-benzo[4,5]imidazo[1,2-c]quinazoline